N1(C=NC=C1)C1=CC=C(C=C1)C1=CC=C(C=C1)N1C=NC=C1 4,4'-bis(1H-imidazol-1-yl)-1,1'-biphenyl